C(C)C1(C(=C(NC(C1(C(=O)O)C)C)COCCN1N=NC(=C1)CC(CCC=C(C)C)C)C(=O)O)C1=C(C=CC=C1)Cl 4-ethyl-5-methyl-4-(2-chlorophenyl)-2-((2-(4-(2,6-dimethylhept-5-en-1-yl)-1H-1,2,3-triazol-1-yl)ethoxy)methyl)-6-methyl-1,4-dihydropyridine-3,5-dicarboxylic acid